(1r,2r)-2-[[4-[2-hydroxy-4-(trifluoromethyl)phenyl]phthalazin-1-yl]amino]cycloheptan OC1=C(C=CC(=C1)C(F)(F)F)C1=NN=C(C2=CC=CC=C12)NC1CCCCCC1